[Na].OC1=C(C=C(C=C1O)S(=O)(=O)O)S(=O)(=O)O 4,5-dihydroxybenzene-1,3-disulfonic acid sodium